(Z)-3-(3-(3,5-bis(trifluoromethyl)phenyl)-1H-1,2,4-triazol-1-yl)-N-((1R,5S)-2-oxo-3-azabicyclo[3.1.0]hexan-3-yl)acrylamide FC(C=1C=C(C=C(C1)C(F)(F)F)C1=NN(C=N1)\C=C/C(=O)NN1C([C@@H]2C[C@@H]2C1)=O)(F)F